14-((2-(4-(dimethylamino)phenyl)benzo[d]thiazol-6-yl)oxy)-3,6,9,12-tetraoxatetradecan-1-amine CN(C1=CC=C(C=C1)C=1SC2=C(N1)C=CC(=C2)OCCOCCOCCOCCOCCN)C